NC1=NC=C(C=C1O[C@H](C)C=1C=C(C=CC1)NC(=O)C=1C=NN(C1)C(C)C)Cl (R)-N-(3-(1-((2-amino-5-chloropyridin-3-yl)oxy)ethyl)phenyl)-1-isopropyl-1H-pyrazole-4-carboxamide